CC1=C(C(=CC(=C1)N1CC2=CC=C(C=C2CC1)C(F)(F)F)C)NC(CC(C)(C)C)=S N-[2,6-Dimethyl-4-(6-trifluoromethyl-3,4-dihydro-1H-isoquinolin-2-yl)-phenyl]-3,3-dimethyl-thiobutanamide